ClC=1C=C(C(=O)OC(C)(C)C)C=C(C1)S(=O)(=O)C(C)C tert-butyl 3-chloro-5-isopropylsulfonyl-benzoate